3-(2-fluoro-5-(isoquinoline-8-sulfonylamino)-4-methoxyphenyl)-2,4-dioxo-1H-thieno[3,4-d]pyrimidine-5-carboxylic acid FC1=C(C=C(C(=C1)OC)NS(=O)(=O)C=1C=CC=C2C=CN=CC12)N1C(NC=2C(C1=O)=C(SC2)C(=O)O)=O